tert-butyl N-[(1s,4s)-4-[(2-cyclopropylethyl)[2-(2,6-dioxopiperidin-3-yl)-1-oxo-3H-isoindol-4-yl]amino]cyclohexyl]carbamate C1(CC1)CCN(C1CCC(CC1)NC(OC(C)(C)C)=O)C1=C2CN(C(C2=CC=C1)=O)C1C(NC(CC1)=O)=O